ethyl 5,5-dimethyl-4,7-dihydro-2H-pyrano[3,4-c]pyrazole-3-carboxylate CC1(CC=2C(=NNC2C(=O)OCC)CO1)C